C1(CCCCC1)NC(=O)C=1N=C(OC1)C1=CC=C(C=C1)N(C)C N-Cyclohexyl-2-(4-(dimethylamino)phenyl)oxazole-4-carboxamide